O1CCOC12CCC(CC2)CCC2CCN(CC2)C2=CC=C(C=C2)C2C(NC(CC2)=O)=O 3-[4-[4-[2-(1,4-dioxaspiro[4.5]decan-8-yl)ethyl]-1-piperidyl]-phenyl]piperidine-2,6-dione